COC(C(=O)O)CC(CC=O)(C)C Methoxy-4,4-dimethyl-6-oxohexanoic acid